FC=1C=C(C=CC1)C1=NOC(=N1)C(CCS(=O)(=O)C)NC(OC(C)(C)C)=O tert-butyl N-[1-[3-(3-fluorophenyl)-1,2,4-oxadiazol-5-yl]-3-methylsulfonyl-propyl]carbamate